L-3-methyl-3-butene-1-ol CC(CCO)=C